C1(CC1)C(=O)NC=1C=C2C(=CN=C(C2=CN1)NC)C(=O)N 6-(cyclopropanecarboxamido)-1-(methylamino)-2,7-naphthyridine-4-carboxamide